3-[3-(4-{4-Amino-5-[4-(ethylisopropylamino)phenylimino]-2-hydroxyphenylamino}phenyl-amino)propyl]-1-methyl-3H-imidazol NC1C=C(C(=CC1=NC1=CC=C(C=C1)N(C(C)C)CC)NC1=CC=C(C=C1)NCCCN1CN(C=C1)C)O